4-(3-formyl-1-tosyl-1H-indol-5-yl)piperazine-1-carboxylic acid benzyl ester C(C1=CC=CC=C1)OC(=O)N1CCN(CC1)C=1C=C2C(=CN(C2=CC1)S(=O)(=O)C1=CC=C(C)C=C1)C=O